COC(CC1=CC=C(C=C1)OCCO)=O [4-(2-hydroxyethoxy)phenyl]acetic acid methyl ester